N1CCC2C(N=CC=C21)=O tetrahydropyrrolo[3,2-c]pyridin-4-one